CN1C=NC2=CC=C(C(=C2C1=O)C)NC=1C(=C(C=CC1F)NS(=O)(=O)N1C[C@@H](CC1)F)F (R)-N-(3-((3,5-dimethyl-4-oxo-3,4-dihydroquinazolin-6-yl)amino)-2,4-difluorophenyl)-3-fluoropyrrolidine-1-sulfonamide